FC=1C=C(C=CC2OCCC2)C=CC1 2-(3-fluorostyryl)tetrahydrofuran